NC1=NNC(=C1)C1=CC=C(C=C1)C(=O)N1CCCC1 (4-(3-amino-1H-pyrazol-5-yl)phenyl)(pyrrolidin-1-yl)methanone